(R)-1-(7-(8-ethyl-7-fluoro-3-hydroxynaphthalene-1-yl)-8-fluoro-2-((1-(morpholinomethyl)cyclopropyl)methoxy)pyrido[4,3-d]pyrimidin-4-yl)-3-methylpiperidin-3-ol C(C)C=1C(=CC=C2C=C(C=C(C12)C1=C(C=2N=C(N=C(C2C=N1)N1C[C@@](CCC1)(O)C)OCC1(CC1)CN1CCOCC1)F)O)F